di-tert-butyl-(1-methyl-2,2-diphenylcyclopropane) C(C)(C)(C)C1(C(C1C)(C1=CC=CC=C1)C1=CC=CC=C1)C(C)(C)C